The molecule is an aminoglycoside phosphate. It derives from a kanamycin A. It is a conjugate base of a kanamycin A 3'-phosphate(2+). C1[C@H]([C@@H]([C@H]([C@@H]([C@H]1N)O[C@@H]2[C@@H]([C@H]([C@@H]([C@H](O2)CN)O)OP(=O)(O)O)O)O)O[C@@H]3[C@@H]([C@H]([C@@H]([C@H](O3)CO)O)N)O)N